C1(CCCC1)N1C(=CC2=C1N=C(N=C2)NC2=NC=C(C=C2)C=O)C(=O)N(C)C 7-cyclopentyl-2-[(5-formyl-2-pyridinyl)amino]-N,N-dimethylpyrrolo[2,3-d]pyrimidine-6-carboxamide